NC1=NC=2C=C(C(=CC2C2=C1COC2)C(=O)N2[C@H](COCC2)C2=CC(=C(C=C2)F)C(F)(F)F)F (4-amino-7-fluoro-1,3-dihydrofuro[3,4-c]quinolin-8-yl)((3S)-3-(4-fluoro-3-(trifluoromethyl)phenyl)-4-morpholinyl)methanone